ClC1=C2C3=C(N=CN=C3C(=C1C1=C3C(NCC3=CC=C1C)=O)F)N1[C@H](CO2)CN(CC1)C(=O)OC(C)(C)C Tert-butyl (8aS)-6-chloro-4-fluoro-5-(5-methyl-3-oxo-2,3-dihydro-1H-isoindol-4-yl)-8a,9,11,12-tetrahydropyrazino[2',1':3,4][1,4]oxazepino[5,6,7-de]quinazoline-10(8H)-carboxylate